7-Methyl-1-((1-(1-methyl-1H-pyrazol-4-yl)-1H-indazol-6-yl)oxy)-2,3-dihydro-1H-indene-5-carbonitrile CC=1C=C(C=C2CCC(C12)OC1=CC=C2C=NN(C2=C1)C=1C=NN(C1)C)C#N